Cl.C1(CCCC1)C(C(F)(F)F)NN (1-cyclopentyl-2,2,2-trifluoro-ethyl)hydrazine hydrochloride